COC(=O)C12CC3C(C(CC(C1)C3)C2)(O)C2=CC=C(C=C2)OCC2=CC=CC=C2 4-(4-Benzyloxyphenyl)-4-hydroxytricyclo[3.3.1.13,7]-decane-1-carboxylic acid methyl ester